NC1=NC=CC=C1C1=NC=2C(=NC(=CC2)C2=CC=CC=C2)N1C1=CC=C(CN2CC3(CN(C3)C3=NC(=NC=C3)C#N)C2)C=C1 4-(6-(4-(2-(2-aminopyridin-3-yl)-5-phenyl-3H-imidazo[4,5-b]pyridin-3-yl)benzyl)-2,6-diazaspiro[3.3]heptan-2-yl)pyrimidine-2-carbonitrile